7-(2-(2-methoxyethoxy)ethoxy)-9-octyl-N-phenyl-9H-carbazole-2-amine COCCOCCOC1=CC=C2C=3C=CC(=CC3N(C2=C1)CCCCCCCC)NC1=CC=CC=C1